5-(trifluoromethoxy)indoline-2,3-dione FC(OC=1C=C2C(C(NC2=CC1)=O)=O)(F)F